N-{4-[7-(2,2-Difluoroethoxy)-5-fluoro-3-(pyridin-2-yl)-1H-pyrrolo[3,2-b]pyridin-2-yl]pyridin-2-yl}-4,4-difluoro-2-(4-fluorophenyl)butanamid FC(COC1=C2C(=NC(=C1)F)C(=C(N2)C2=CC(=NC=C2)NC(C(CC(F)F)C2=CC=C(C=C2)F)=O)C2=NC=CC=C2)F